C1N(CCC2=CC=CC=C12)CC=1OC=C(C(C1)=O)OCC1=CC=C(C=C1)[N+](=O)[O-] 2-[(3,4-dihydro-2(1H)-isoquinolinyl)methyl]-5-[(4-nitrophenyl)methoxy]-4H-pyran-4-one